2,7-Dimethyl-1,8-Octanediol CC(CO)CCCCC(CO)C